Tert-Butyl 3-(3-(N-methylmethylsulfonamido)-4-nitrophenyl)acrylate CN(S(=O)(=O)C)C=1C=C(C=CC1[N+](=O)[O-])C=CC(=O)OC(C)(C)C